(4-((3-methyl-1H-pyrrolo[2,3-b]pyridin-4-yl)oxy)phenyl)methanamine CC1=CNC2=NC=CC(=C21)OC2=CC=C(C=C2)CN